FC1=C(C=CC(=C1)OC1=CC(=CC=C1)C=1N=NN(C1)C)NC(OC(C)(C)C)=O tert-Butyl {2-fluoro-4-[3-(1-methyl-1H-1,2,3-triazol-4-yl)phenoxy]phenyl}carbamate